CC1(NC(NC1=O)=O)CCC(=O)O 3-(4-Methyl-2,5-dioxo-imidazolidin-4-yl)propionic acid